2,6-dimethoxy-4-[5-(3-methylisoxazol-4-yl)benzimidazol-1-yl]-N-(2,2,2-trifluoroethyl)benzamide COC1=C(C(=O)NCC(F)(F)F)C(=CC(=C1)N1C=NC2=C1C=CC(=C2)C=2C(=NOC2)C)OC